3-(4-piperazin-1-ylphenoxy)piperidine-2,6-dione N1(CCNCC1)C1=CC=C(OC2C(NC(CC2)=O)=O)C=C1